5-[3-(1H-imidazol-4-yl)-6-[{{5-oxaspiro[2.4]heptan-1-yl}methoxy}methyl]imidazo[1,2-a]pyrimidin-2-yl]-3-(trifluoromethyl)-1H-1,2,4-triazole N1C=NC(=C1)C1=C(N=C2N1C=C(C=N2)COCC2CC21COCC1)C1=NC(=NN1)C(F)(F)F